C(CCCC)C(C)(C1CCCCC1)C1CCCCC1 amyl-dicyclohexylethane